C(=O)O.C(#N)C=1C(=NC=C(C1C1=CC(=C(C=C1)C#N)F)C1=CC(=C(C=C1)OC)O)N1CCC(CC1)NC(CCCCCCC(=O)NO)=O N1-(1-(3-Cyano-4-(4-cyano-3-fluorophenyl)-5-(3-hydroxy-4-methoxyphenyl)pyridin-2-yl)piperidin-4-yl)-N8-hydroxyoctanediamide formate